C(CC)(=O)OC=CCCCCCC octen-1-ol propionate